C[C@@H]1N(CCC1)C1=NC(=CC(=N1)N1C[C@H]2C([C@H]2C1)CS(=O)O)C(F)(F)F ((1R,5S,6S)-3-(2-((S)-2-methylpyrrolidin-1-yl)-6-(trifluoromethyl)pyrimidin-4-yl)-3-azabicyclo[3.1.0]hex-6-yl)methanesulfinic acid